C1(CCCCC1)[C@@H](C(=O)NC=1C=C2CC(CC2=CC1)(C(NC)=O)N1C(NC(C1)(C)C)=O)NC(=O)C1=CC=NN1C N-((1S)-1-cyclohexyl-2-((2-(4,4-dimethyl-2-oxoimidazolidin-1-yl)-2-(methylcarbamoyl)-2,3-dihydro-1H-inden-5-yl)amino)-2-oxoethyl)-1-methyl-1H-pyrazole-5-carboxamide